dimethyl-N'-(2-methyl-4-(4-trifluoromethoxyphenyl) thiazol-5-yl-methyl) ethylenediamine (Z)-dodec-9-en-1-yl acetate C(C)(=O)OCCCCCCCC\C=C/CC.CN(CCNCC1=C(N=C(S1)C)C1=CC=C(C=C1)OC(F)(F)F)C